6-chloro-7-(5,7-dihydro-6H-pyrrolo[3,4-b]pyridin-6-yl)-1-(6-(3,3-dimethylureido)-4-methylpyridin-3-yl)-4-oxo-1,4-di-hydroquinoline-3-carboxylic acid ClC=1C=C2C(C(=CN(C2=CC1N1CC2=NC=CC=C2C1)C=1C=NC(=CC1C)NC(=O)N(C)C)C(=O)O)=O